(4aR,8aS)-6-(4-((5-Methyl-6-(trifluoromethyl)pyridin-3-yl)methyl)piperidine-1-carbonyl)hexahydro-2H-pyrido[4,3-b][1,4]oxazin-3(4H)-one CC=1C=C(C=NC1C(F)(F)F)CC1CCN(CC1)C(=O)N1C[C@@H]2[C@@H](OCC(N2)=O)CC1